(S)-1-(4-(2-chloro-5-(trifluoromethyl)pyrimidin-4-yl)-1H-pyrazol-1-yl)propan-2-ol ClC1=NC=C(C(=N1)C=1C=NN(C1)C[C@H](C)O)C(F)(F)F